(R)-6-(1-(1,1-difluoroethyl)cyclopropyl)-4-((1-(3-(difluoromethyl)-2-fluorophenyl)ethyl)amino)-2-methyl-2,6-dihydropyrido[3,4-d]pyridazine-1,7-dione FC(C)(F)C1(CC1)N1C=C2C(=NN(C(C2=CC1=O)=O)C)N[C@H](C)C1=C(C(=CC=C1)C(F)F)F